tert-butyl 2-(diethoxyphosphoryl)-3-(3-(8,8,8-trifluorooctan-2-yl)-1,2,4-oxadiazol-5-yl)propanoate C(C)OP(=O)(OCC)C(C(=O)OC(C)(C)C)CC1=NC(=NO1)C(C)CCCCCC(F)(F)F